5-(4-(4-amino-7-methyl-5-(4-((4-methylpyrimidin-2-yl)oxy)phenyl)-7H-pyrrolo[2,3-d]pyrimidin-6-yl)phenyl)oxazole-2-carbonitrile NC=1C2=C(N=CN1)N(C(=C2C2=CC=C(C=C2)OC2=NC=CC(=N2)C)C2=CC=C(C=C2)C2=CN=C(O2)C#N)C